C(#N)C1=C(C(C=CC1=O)=O)C#N dicyano-benzoquinone